OC(C)(C)C=1C=C(SC1)[S@](=O)(N)=NC(NC1=C2C(=NC(=C1C(C)C)C)CCC2)=O (S)-4-(2-Hydroxypropan-2-yl)-N'-((3-isopropyl-2-methyl-6,7-dihydro-5H-cyclopenta[b]pyridin-4-yl)carbamoyl)thiophene-2-sulfonimidamide